CN1CC(C1)(C)C(C=1C=C(CNS(=O)(=O)C2=CC=CC=C2)C=CC1)(C1=CC=C(C=C1)C(C)C)O N-{3-[(1,3-Dimethyl-azetidin-3-yl)-hydroxy-(4-isopropyl-phenyl)-methyl]-benzyl}-benzenesulfonamide